4-((s)-4,4-difluoro-1-((s)-1-((5-fluoropyridin-2-yl)amino)-1-oxopropan-2-yl)piperidin-3-yl)-2-(2,2,2-trifluoroethyl)pyridine 1-oxide FC1([C@H](CN(CC1)[C@H](C(=O)NC1=NC=C(C=C1)F)C)C1=CC(=[N+](C=C1)[O-])CC(F)(F)F)F